2-hydroxy-4-methylthiobutanenitrile OC(C#N)CCSC